Methyl 6-chloro-4-methyl-1-((2-(trimethylsilyl)ethoxy)methyl)-1H-pyrrolo[2,3-b]pyridine-2-carboxylate ClC1=CC(=C2C(=N1)N(C(=C2)C(=O)OC)COCC[Si](C)(C)C)C